ethyl (7R)-7-[4-(2-nitrobenzene-1-sulfonyl)piperazin-1-yl]-2-{4-[3-(trifluoromethyl)phenoxy]phenyl}-4,5,6,7-tetrahydro-2H-pyrazolo[4,3-b]pyridine-3-carboxylate [N+](=O)([O-])C1=C(C=CC=C1)S(=O)(=O)N1CCN(CC1)[C@H]1C=2C(NCC1)=C(N(N2)C2=CC=C(C=C2)OC2=CC(=CC=C2)C(F)(F)F)C(=O)OCC